[C@H]([C@@H]([C@@H](C(=O)O)O)O)([C@@H](C(=O)O)O)O The molecule is the D-enantiomer of mannaric acid. It is a conjugate acid of a D-mannarate(1-). It is an enantiomer of a L-mannaric acid.